octahydro-[1,1'-binaphthyl]-2,2'-diamine C1(C(CCC2CCCC=C12)N)C=1C(=CC=C2C=CC=CC12)N